C(C)(C)(C)OC(=O)N1CCN(CCC1)C=1C=CC2=C(CC(O2)=C=O)C1Br 4-(4-bromo-2-carbonyl-benzofuran-5-yl)-[1,4]diazepane-1-carboxylic acid tert-butyl ester